CN(CC(=O)NC1=CC=C(C=C1)C1=C2C(=NC=C1)NC=C2)C 2-(Dimethylamino)-N-[4-(1H-pyrrolo[2,3-b]pyridin-4-yl)phenyl]acetamide